6-(5-amino-4-fluoro-6-(trifluoromethyl)pyridin-2-yl)-N2,N4-bis(1,1,1-trifluoroprop-2-yl)-1,3,5-triazine-2,4-diamine NC=1C(=CC(=NC1C(F)(F)F)C1=NC(=NC(=N1)NC(C(F)(F)F)C)NC(C(F)(F)F)C)F